3-hydroxy-1-[(2R)-2-[[4-(2,6-dimethylphenyl)-7-quinolyl]oxy]propanoyl]piperidine-3-carboxylic acid OC1(CN(CCC1)C([C@@H](C)OC1=CC=C2C(=CC=NC2=C1)C1=C(C=CC=C1C)C)=O)C(=O)O